OC1=CC(=C(C=C1O)SC1=C(C=C(C(=C1)O)O)C(C)(C)C)C(C)(C)C bis-(4,5-dihydroxy-2-tert-butylphenyl) sulfide